C(N)(=O)C=1C=C(C(=C2C(=C(NC12)C)C)C=1C[C@@H](CC1)NC(OC(C)(C)C)=O)F tert-butyl (R)-(3-(7-carbamoyl-5-fluoro-2,3-dimethyl-1H-indol-4-yl)cyclopent-3-en-1-yl)carbamate